4-amino-N-methyl-N-((6-(trifluoromethyl)-3-pyridinyl)methyl)-1,3-dihydrofuro[3,4-c]quinoline-8-carboxamide NC1=NC=2C=CC(=CC2C2=C1COC2)C(=O)N(CC=2C=NC(=CC2)C(F)(F)F)C